N-(1-([1,1'-biphenyl]-4-yl)-1H-indol-3-yl)acrylamide C1(=CC=C(C=C1)N1C=C(C2=CC=CC=C12)NC(C=C)=O)C1=CC=CC=C1